(S)-1-[(S)-1-({(2S)-2-Methyl-4-[(1-methyl-2-pyrrolidinyl)methyl]-1-piperidyl}carbonyl)-3-methylbutyl]-3-isobutyl-2-piperazinone C[C@@H]1N(CCC(C1)CC1N(CCC1)C)C(=O)[C@H](CC(C)C)N1C([C@@H](NCC1)CC(C)C)=O